ClC=1C=CC2=C(C(=NCC3=C2N=CN=C3)C3=C(C=CC(=C3)OC)OC)C1 9-Chloro-7-(2,5-dimethoxy-phenyl)-5H-benzo[c]pyrimido[4,5-e]azepin